C(CC)OCC1CO1 glycidyl normal propyl ether